CC1=CC=C(C=O)O1 5-METHYL-FURFURAL